3-fluoropyrazolo[1,5-a]pyridine-4-carboxylic acid methyl ester COC(=O)C=1C=2N(C=CC1)N=CC2F